ClC1=NC=CC=C1C=1C=NN(C1)C(=O)OC(C)(C)C tert-Butyl 4-(2-chloropyridin-3-yl)-1H-pyrazole-1-carboxylate